C1(C=CCCC1)(O)O 2-cyclohexenediol